C(C)(=O)OC1=CC(=C(C=N1)C1CN(C1)C(=O)OC(C)(C)C)C tert-butyl 3-(6-acetoxy-4-methylpyridin-3-yl)azetidine-1-carboxylate